2-azaspiro[3.3]hept-6-yl 4-methylbenzenesulfonate CC1=CC=C(C=C1)S(=O)(=O)OC1CC2(CNC2)C1